4-(tert-butyl)-N-(4-methoxybenzyl)aniline C(C)(C)(C)C1=CC=C(NCC2=CC=C(C=C2)OC)C=C1